C1(CC1)C1=NN(N=C1)CCCN1CC(CC1)C1=CNC=2C=CC=C(C12)O 3-(1-(3-(4-cyclopropyl-2H-1,2,3-triazol-2-yl)propyl)pyrrolidin-3-yl)-1H-indole-4-ol